N1C[C@@H](CCC1)C1=C(C(=C(C(=C1[2H])[2H])N1N=C2C(=CC=CC2=C1[2H])C(=O)N)[2H])[2H] (S)-2-(4-(piperidin-3-yl)phenyl-2,3,5,6-d4)-2H-indazole-3-d-7-carboxamide